2-(3,5-Dichloro-4-((4-methyl-2-(5-fluoropyridin-2-yl)quinolin-6-yl)oxy)phenyl)-3,5-dioxo-2,3,4,5-tetrahydro-1,2,4-triazine-6-carbonitrile ClC=1C=C(C=C(C1OC=1C=C2C(=CC(=NC2=CC1)C1=NC=C(C=C1)F)C)Cl)N1N=C(C(NC1=O)=O)C#N